N-(2-(3-(4-cyano-5-isopropoxypyridin-2-yl)-1,2,4-thiadiazol-5-ylamino)pyridin-3-yl)-N-methylacetamide C(#N)C1=CC(=NC=C1OC(C)C)C1=NSC(=N1)NC1=NC=CC=C1N(C(C)=O)C